FC1=C(C2=C(C(C3=C(C4=C(C=CO4)C=C3)SC2)=O)C=C1)F 9,10-Difluorobenzo[5,6]thiepino[3,2-g]benzofuran-6(11H)-one